2-chloro-N-cyclobutyl-N-methyl-4-(((1-methyl-1H-imidazol-2-yl)(phenyl)methylene)amino)aniline ClC1=C(N(C)C2CCC2)C=CC(=C1)N=C(C1=CC=CC=C1)C=1N(C=CN1)C